2-[1-[3-[4-[3-[3-amino-6-(2-hydroxyphenyl)pyridazin-4-yl]-3,8-diazabicyclo[3.2.1]octan-8-yl]-2-pyridyl]prop-2-ynyl]-5,5-difluoro-azepan-4-yl]acetonitrile NC=1N=NC(=CC1N1CC2CCC(C1)N2C2=CC(=NC=C2)C#CCN2CCC(C(CC2)(F)F)CC#N)C2=C(C=CC=C2)O